ClC1=C(C=CC2=C1N(N=N2)C)B2OC(C(O2)(C)C)(C)C 7-chloro-1-methyl-6-(4,4,5,5-tetramethyl-1,3,2-dioxaborolan-2-yl)-1H-benzo[d][1,2,3]triazole